2-(4-(5-(aminomethyl)-8-oxo-7,8-dihydropyrido[2,3-d]pyridazin-3-yl)-1-methyl-1H-pyrazol-5-yl)-3-fluoro-1-naphthalenenitrile NCC=1C2=C(C(NN1)=O)N=CC(=C2)C=2C=NN(C2C2=C(C1=CC=CC=C1C=C2F)C#N)C